3-methylimidazole dihydrogenphosphate P(=O)(O)(O)O.CN1C=NC=C1